Cl.FC(C1=CC2=C(N=C(S2)C2=C(C(=O)N)C=CC=C2)C=C1)(F)F (6-(trifluoromethyl)benzo[d]thiazol-2-yl)benzamide hydrochloride